OC1(C(=CC=C(C1)N)C1=CC=C(N)C=C1)O 2,2-dihydroxybenzidine